C[C@]1(C(NC(CC1)=O)=O)N1C(C2=CC=CC=C2C1=O)=O ((S)-3-methyl-2,6-dioxopiperidin-3-yl)isoindoline-1,3-dione